Tert-Butyl 4-{2-[(4-Bromopyridin-2-Yl)Carbamoyl]Ethyl}-2-(2-Methoxy-2-Oxoethyl)Piperazine-1-Carboxylate BrC1=CC(=NC=C1)NC(=O)CCN1CC(N(CC1)C(=O)OC(C)(C)C)CC(=O)OC